ClC=1C=CC2=C(N=C(O2)C2CC3(CC(C3)NC(=O)C=3OC(=CC3)S(=O)(=O)CC3COC3)C2)C1 N-[6-(5-chloro-1,3-benzoxazol-2-yl)spiro[3.3]heptane-2-yl]-5-(oxetan-3-ylmethyl-sulfonyl)furan-2-carboxamide